2,3-dihydrothiophen-3-yl methanesulfonate CS(=O)(=O)OC1CSC=C1